6-cyclopropyl-4-(3,3-dimethylpiperazin-1-yl)-N-(6-methoxy-2-methylpyrazolo[1,5-a]pyridin-5-yl)-2,3-dihydro-1H-pyrrolo[2,3-b]pyridine-1-carboxamide formate C(=O)O.C1(CC1)C1=CC(=C2C(=N1)N(CC2)C(=O)NC2=CC=1N(C=C2OC)N=C(C1)C)N1CC(NCC1)(C)C